FC(CN1C(=NC=2C1=NC(=CC2)C=2C=CN1N=C(N=C(C12)[2H])N[C@@H]1[C@@H](CN(CC1)C1COC1)F)C)F 5-(3-(2,2-Difluoroethyl)-2-methyl-3H-imidazo[4,5-b]pyridin-5-yl)-N-((3R,4S)-3-fluoro-1-(oxetan-3-yl)piperidin-4-yl)pyrrolo[2,1-f][1,2,4]triazin-4-d-2-amine